C(#N)C1=C(C=CC(=C1)F)N1CC2(C1)CC(C2)OC=2C=CC(=NC2C(=O)NC(CO)CN2CCCC2)C=2C(=NC=CC2)OCC 5-{[2-(2-cyano-4-fluorophenyl)-2-azaspiro[3.3]heptan-6-yl]oxy}-2'-ethoxy-N-[1-hydroxy-3-(pyrrolidin-1-yl)propan-2-yl]-[2,3'-bipyridine]-6-carboxamide